acetic acid 4,7-methylene-3a,4,5,6,7,7a-hexahydro-5-indenyl ester C1C2C3C=CCC3C1CC2OC(C)=O